6,6-dimethyl-3-((7-(4-methyl-3-(piperazin-1-ylmethyl)pyridin-2-yl)thieno[3,2-b]pyridin-2-yl)methyl)-3-azabicyclo[3.1.0]hexane-2,4-dione CC1(C2C(N(C(C12)=O)CC1=CC2=NC=CC(=C2S1)C1=NC=CC(=C1CN1CCNCC1)C)=O)C